NC=1C=2N(C=C(N1)C(F)(F)F)C(=CN2)C=2C=C(C=CC2C)C(CNC(C)=O)(C(F)(F)F)O N-(2-(3-(8-amino-6-(trifluoromethyl)imidazo[1,2-a]pyrazin-3-yl)-4-methylphenyl)-3,3,3-trifluoro-2-hydroxypropyl)acetamide